6-chloro-5-iodo-N,N-dimethyl-2-(pyrrolidin-1-yl)nicotinamide ClC1=NC(=C(C(=O)N(C)C)C=C1I)N1CCCC1